S(=O)(=O)(O)C=1C=C2C=CC=CC2=C(C1)S(=O)(=O)O 6,8-disulfonaphthalene